CN1C(C(=CC=2CN(CCC12)C)NC=1N=CC2=C(N1)C(=NC=C2)N2CCOCC2)=O 1,6-Dimethyl-3-((8-morpholinopyrido[3,4-d]pyrimidin-2-yl)amino)-5,6,7,8-tetrahydro-1,6-Naphthyridin-2(1H)-one